2-chloro-4-phenylbenzol ClC1=CC=CC(=C1)C1=CC=CC=C1